COC(CC=1C=2N(N=C(C1)C1=CC3=C(N=C(S3)C3CCNCC3)C(=C1)F)C=C(N2)C)=O {6-[4-fluoro-2-(piperidin-4-yl)-1,3-benzothiazol-6-yl]-2-methylimidazo[1,2-b]pyridazin-8-yl}acetic acid methyl ester